FC1=CC=C(C=C1)N1C(N(C=C(C1=O)C(=O)N)CCOC)=O 3-(4-fluorophenyl)-1-(2-methoxyethyl)-2,4-dioxo-1,2,3,4-tetrahydropyrimidine-5-carboxamide